5-[2-(3-amino-1-piperidyl)-4-(4-fluorophenyl)cyclopentoxy]pyrazine NC1CN(CCC1)C1C(CC(C1)C1=CC=C(C=C1)F)OC=1N=CC=NC1